2-chloro-N-(5-chloro-6-(2H-1,2,3-triazol-2-yl)pyridin-3-yl)-6-hydroxy-8,8-dimethyl-7,8-dihydro-6H-cyclopenta[e]pyrazolo[1,5-a]pyrimidine-6-carboxamide ClC1=NN2C(N=CC3=C2C(CC3(C(=O)NC=3C=NC(=C(C3)Cl)N3N=CC=N3)O)(C)C)=C1